3-(((E)-(9-benzyl-1-(2-chlorophenyl)-beta-carbolin-3-yl)methylene)hydrazino)indol-2-one C(C1=CC=CC=C1)N1C2=CC=CC=C2C=2C=C(N=C(C12)C1=C(C=CC=C1)Cl)\C=N\NC=1C(N=C2C=CC=CC12)=O